{4-[(5,6-diphenylpyrazin-2-yl)(propan-2-yl)amino] butoxy} acetate C(C)(=O)OOCCCCN(C(C)C)C1=NC(=C(N=C1)C1=CC=CC=C1)C1=CC=CC=C1